tert-butyl N-(8-[[(2S)-1-[(2S,4R)-4-hydroxy-2-([[4-(4-methyl-1,3-thiazol-5-yl)phenyl]meth-yl]carbamoyl)pyrrolidin-1-yl]-3,3-dimethyl-1-oxobutan-2-yl]carbamoyl]octyl)carbamate O[C@@H]1C[C@H](N(C1)C([C@H](C(C)(C)C)NC(=O)CCCCCCCCNC(OC(C)(C)C)=O)=O)C(NCC1=CC=C(C=C1)C1=C(N=CS1)C)=O